N-(1,3-dihydroxy-2-methylpropan-2-yl)-2-methyl-5-((2-(trifluoromethyl)pyridin-3-yl)methoxy)benzofuran-3-carboxamide OCC(CO)(C)NC(=O)C1=C(OC2=C1C=C(C=C2)OCC=2C(=NC=CC2)C(F)(F)F)C